1-methyl-1H-pyrazole-3,5-dicarboxylic acid bis-[(4-piperazin-1-yl-phenyl)-amide] trifluoroacetate FC(C(=O)O)(F)F.N1(CCNCC1)C1=CC=C(C=C1)NC(=O)C1=NN(C(=C1)C(=O)NC1=CC=C(C=C1)N1CCNCC1)C